C1=CC=CC=2C3=CC=CC=C3C(C12)COC(=O)N(C[C@@H]([C@H]([C@@H]([C@@H](CO)O)O)O)O)CC1CN(C1)C(=O)OC(C)(C)C tert-butyl 3-[[9H-fluoren-9-ylmethoxycarbonyl-[(2S,3R,4R,5R)-2,3,4,5,6-pentahydroxyhexyl]amino]methyl]azetidine-1-carboxylate